rel-(R)-2-((3R,4R)-4-(((6-(ethyl(4-(trifluoromethyl)benzyl)amino)-5-fluoropyrimidin-4-yl)amino)methyl)-3-hydroxypiperidin-1-yl)-3-hydroxypropanamide C(C)N(C1=C(C(=NC=N1)NC[C@@H]1[C@H](CN(CC1)[C@@H](C(=O)N)CO)O)F)CC1=CC=C(C=C1)C(F)(F)F |o1:17|